ClC1=CC=C(C=C1)C1=CC=C(S1)C1SCCN(C1)C(C)=O 2-(5-(4-chlorophenyl)thiophen-2-yl)-1-thiomorpholinoethan-1-one